C(C)N1C=C(C(C(=C1C)C1=CC=C(C=C1)F)=O)C(=O)NC1=CC(=C(C=C1)OC1=CC=NC2=CC(=CN=C12)O)F 1-Ethyl-N-[3-fluoro-4-[(7-hydroxy-1,5-naphthyridin-4-yl)oxy]phenyl]-5-(4-fluorophenyl)-6-methyl-4-oxopyridine-3-carboxamide